C(C)OC(\C=C\C1=C(C=CC(=C1)SCC1=CC=CC=C1)NC1=C(C=C(C(=C1)F)Br)OC)=O (E)-3-[5-benzylsulfanyl-2-(4-bromo-5-fluoro-2-methoxy-anilino)phenyl]prop-2-enoic acid ethyl ester